1-(tert-butyl)-N-((5-(8-(((3S,4R)-3-fluoro-1-methylpiperidin-4-yl)amino)-3-vinylimidazo[1,2-a]pyridin-2-yl)-1,3,4-thiadiazol-2-yl)methyl)-1H-pyrrole-3-carboxamide C(C)(C)(C)N1C=C(C=C1)C(=O)NCC=1SC(=NN1)C=1N=C2N(C=CC=C2N[C@H]2[C@H](CN(CC2)C)F)C1C=C